C(C)OC(=O)C1=C(C=C(C=2N=COC21)C2=CC=C(C=C2)OC(F)(F)F)CN=[N+]=[N-] 6-(azidomethyl)-4-(4-(trifluoromethoxy)phenyl)benzo[d]oxazole-7-carboxylic acid ethyl ester